FC1=CC=CC=2C(=N[C@@H](C(NC21)=O)NC(=O)C=2C(=NN1C2O[C@@H](CC1)C)C=1C=NN(C1)C)C1=CC=CC=C1 (5R)-N-[(3S)-9-fluoro-2-oxo-5-phenyl-1,3-dihydro-1,4-benzodiazepin-3-yl]-5-methyl-2-(1-methylpyrazol-4-yl)-6,7-dihydro-5H-pyrazolo[5,1-b][1,3]oxazine-3-carboxamide